(S)-N-((S)-1-amino-1-oxo-3-((S)-2-oxopyrrolidin-3-yl)propan-2-yl)-4,4-difluoro-1-(4-methoxy-1H-indole-2-carbonyl)pyrrolidine-2-carboxamide NC([C@H](C[C@H]1C(NCC1)=O)NC(=O)[C@H]1N(CC(C1)(F)F)C(=O)C=1NC2=CC=CC(=C2C1)OC)=O